ClC=1N=NC(=CC1N1CCOCC1)Cl 4-(3,6-dichloropyridazin-4-yl)morpholine